3-(2-amino-[1,2,4]triazolo[1,5-a]pyridin-7-yl)-2-fluoro-N-(3-hydroxy-3-(4-(trifluoromethyl)phenyl)propyl)-6-methylbenzamide NC1=NN2C(C=C(C=C2)C=2C(=C(C(=O)NCCC(C3=CC=C(C=C3)C(F)(F)F)O)C(=CC2)C)F)=N1